2,3-dimethyl-5-[(morpholin-4-yl)methyl]benzene-1,4-diol CC1=C(C=C(C(=C1C)O)CN1CCOCC1)O